butyl-cyclopropyl-sulfoximine C(CCC)S(=O)(=N)C1CC1